tert-butyl (2R,6S)-4-[8-[(7-fluoro-2-methyl-indazol-5-yl)carbamoyl]-2-methylsulfanyl-quinazolin-5-yl]-2,6-dimethyl-piperazine-1-carboxylate FC1=CC(=CC2=CN(N=C12)C)NC(=O)C=1C=CC(=C2C=NC(=NC12)SC)N1C[C@H](N([C@H](C1)C)C(=O)OC(C)(C)C)C